(aminoethyl)-gamma-aminopropyl-diethoxysilane N-dimethyldodecylaminobutyrate CC(CCCCCCCCCCC)(NC(C(=O)O)CC)C.NCC[Si](OCC)(OCC)CCCN